(1s,4s)-4-(8-(Acetamidomethyl)-5-methyl-2-oxo-1,2-dihydropyrido[3,4-d]pyrimidin-3(4H)-yl)-N-(3-methoxy-4-methylphenyl)cyclohexanecarboxamide C(C)(=O)NCC1=NC=C(C2=C1NC(N(C2)C2CCC(CC2)C(=O)NC2=CC(=C(C=C2)C)OC)=O)C